5-((4,6-difluoro-5-(4'-((4-(2,2-difluoroethyl)piperazin-1-yl)methyl)-[1,1'-biphenyl]-4-yl)-1H-benzo[d]imidazol-2-yl)oxy)-2-methylbenzoic acid FC1=C(C(=CC=2NC(=NC21)OC=2C=CC(=C(C(=O)O)C2)C)F)C2=CC=C(C=C2)C2=CC=C(C=C2)CN2CCN(CC2)CC(F)F